1-tert-butyl-N-[3-[4-[(1-methyl-4-piperidyl)amino]-1-(2,2,2-trifluoroethyl)indol-6-yl]prop-2-ynyl]pyrazole-4-carboxamide C(C)(C)(C)N1N=CC(=C1)C(=O)NCC#CC1=CC(=C2C=CN(C2=C1)CC(F)(F)F)NC1CCN(CC1)C